C1(CC1)C=1N=NSC1C(=O)O 4-cyclopropyl-[1,2,3]thiadiazole-5-carboxylic acid